1-({2-fluoro-3-[(7-hydroxy-2-oxo-3,4-dihydro-2H-1,3-benzoxazin-3-yl)methyl]phenyl}sulfamoyl)pyrrolidine-3-carboxamide FC1=C(C=CC=C1CN1C(OC2=C(C1)C=CC(=C2)O)=O)NS(=O)(=O)N2CC(CC2)C(=O)N